5-(2,3-dimethylphenyl)-1,3,3,5,7-pentamethyloctahydrobenzo[c]isoxazole CC1=C(C=CC=C1C)C1(CC2C(N(OC2(C)C)C)C(C1)C)C